tert-Butyl 4-(4-fluoro-3-((3-methoxy-3-oxopropyl)amino)phenyl)piperazine-1-carboxylate FC1=C(C=C(C=C1)N1CCN(CC1)C(=O)OC(C)(C)C)NCCC(=O)OC